C(C)(=O)OC1=CC=C(C=C1)C(C1=CC=C(C=C1)OC(C)=O)C1=NC=CC(=C1)C(F)F ((4-(difluoromethyl)pyridin-2-yl)methylene)bis(4,1-phenylene) diacetate